2-Boc-2-azabicyclo[2.2.1]heptane-3-carboxylic acid C(=O)(OC(C)(C)C)N1C2CCC(C1C(=O)O)C2